C(C)(C)C1=C(C(=CC=C1)C(C)C)N(C=O)CC1=NC=CC(=C1)N(C)C N-(2,6-Diisopropylphenyl)-N-((4-(dimethylamino)pyridin-2-yl)methyl)formamide